(1-(4-methoxyphenyl)-1H-1,2,3-triazol-4-yl)(piperidin-1-yl)methanone COC1=CC=C(C=C1)N1N=NC(=C1)C(=O)N1CCCCC1